The molecule is a (3R)-3-hydroxybutanoic acid oligomer resulting from the formal intermolecular condensation of the hydroxy and carboxy groups of (3R)-3-hydroxybutanoic acid to give a chain in which four units of the monomer are linked together by three ester bonds. It has a role as a fungal metabolite. It derives from a (3R)-3-{[(3R)-3-{[(3R)-3-hydroxybutanoyl]oxy}butanoyl]oxy}butanoic acid. It is a conjugate acid of a (3R)-3-{[(3R)-3-{[(3R)-3-{[(3R)-3-hydroxybutanoyl]oxy}butanoyl]oxy}butanoyl]oxy}butanoate. C[C@H](CC(=O)O[C@H](C)CC(=O)O[C@H](C)CC(=O)O[C@H](C)CC(=O)O)O